2-Fluoro-5-[4-fluoro-5-methyl-5H-pyrido[4,3-b]indol-7-yl]pyridine tert-butyl-(S,E)-2-(benzylideneamino)-3-(4-(methoxymethoxy)phenyl)propanoate C(C)(C)(C)OC([C@H](CC1=CC=C(C=C1)OCOC)/N=C/C1=CC=CC=C1)=O.FC1=NC=C(C=C1)C=1C=CC=2C3=C(N(C2C1)C)C(=CN=C3)F